FC1=C(C=CC=C1)N1CCN(CC1)CCCNC(=O)C1=C(C2=C(CCC3=CN(N=C23)CC2=CC=C(C=C2)C)O1)C N-{3-[4-(2-fluorophenyl)piperazin-1-yl]propyl}-8-methyl-2-(4-methylbenzyl)-4,5-dihydro-2H-furo[2,3-g]indazole-7-carboxamide